5-(2-((7-cyclopropyl-2-methyl-1,2,3,4-tetrahydroisoquinolin-6-yl)amino)-5-(trifluoromethyl)pyrimidin-4-yl)thiophene-3-carboxamide C1(CC1)C1=C(C=C2CCN(CC2=C1)C)NC1=NC=C(C(=N1)C1=CC(=CS1)C(=O)N)C(F)(F)F